Ethyleneglycol Vinyl Ether C(=C)OCCO